CC1CCCCO1 6-methyltetrahydro-2H-pyran